(R)-2-(4-(Pyrrolidin-3-yl)piperazin-1-yl)ethan-1-ol N1C[C@@H](CC1)N1CCN(CC1)CCO